BENZOTHIAZOLE S1C=NC2=C1C=CC=C2